C(C)(C)(C)OC(=O)N1CCN(CC1)C1=NC=CC=C1NC(C)=O 4-(3-acetamidopyridin-2-yl)piperazine-1-carboxylic acid tert-butyl ester